2-bromo-8-(3-chlorophenoxy)-5,6,7,8-tetrahydro-[1,2,4]triazolo[1,5-a]pyridine BrC1=NN2C(C(CCC2)OC2=CC(=CC=C2)Cl)=N1